(R)-3,4-dichloro-1-(2,2-dimethylmorpholino)-12-oxo-6a,7,9,10-tetrahydro-12H-pyrazino[2,1-c]Pyrido[3,4-f][1,4]Oxazepine-8(6H)-carboxylic acid tert-butyl ester C(C)(C)(C)OC(=O)N1C[C@@H]2COC3=C(C(N2CC1)=O)C(=NC(=C3Cl)Cl)N3CC(OCC3)(C)C